4-{6-[2-(2,4-Dimethyl-indol-1-yl)-ethylamino]-pyrimidin-4-yl}-2-methoxy-benzoic acid CC=1N(C2=CC=CC(=C2C1)C)CCNC1=CC(=NC=N1)C1=CC(=C(C(=O)O)C=C1)OC